tert-Butyl 8-formyl-3-oxa-9-azaspiro[5.5]undecane-9-carboxylate C(=O)C1CC2(CCOCC2)CCN1C(=O)OC(C)(C)C